4-((2-(2,6-dioxopiperidin-3-yl)-3-oxoisoindolin-5-yl)oxy)benzoic acid O=C1NC(CCC1N1CC2=CC=C(C=C2C1=O)OC1=CC=C(C(=O)O)C=C1)=O